(R)-N-(1-(3-(difluoromethyl)-2-fluorophenyl)ethyl)-6-(4-ethylpiperazin-1-yl)-7-methoxypyrido[2,3-d]pyrimidin-4-amine FC(C=1C(=C(C=CC1)[C@@H](C)NC=1C2=C(N=CN1)N=C(C(=C2)N2CCN(CC2)CC)OC)F)F